(1S,2S)-N-[8-amino-6-(4-ethylpyrimidin-5-yl)-2,7-naphthyridin-3-yl]2-fluoro-cyclopropanecarboxamide NC=1N=C(C=C2C=C(N=CC12)NC(=O)[C@H]1[C@H](C1)F)C=1C(=NC=NC1)CC